(5-(trifluoromethyl)pyridin-2-yl)-3,5,7,8-tetrahydro-4H-thiopyrano[4,3-d]pyrimidin-4-one FC(C=1C=CC(=NC1)C=1NC(C2=C(N1)CCSC2)=O)(F)F